NC=1SC(=CN1)CC=1C(=CC(=C(C(=O)OC)C1)OC)C methyl 5-((2-aminothiazol-5-yl) methyl)-2-methoxy-4-methylbenzoate